N1=CC(=CC=C1)SC=1C=C2C(=CNC2=CC1)C1CCN(CC1)C(C)CC 5-(3-pyridinyl)thio-3-(1-(sec-butyl)piperidin-4-yl)-1H-indole